methyl 3-(3-(3-bromophenyl)-3-methyl-4-(2-methylhydrazineyl)-4-oxobutoxy)-2,2-dimethylpropanoate BrC=1C=C(C=CC1)C(CCOCC(C(=O)OC)(C)C)(C(=O)NNC)C